α-acetylcyclopentanone CC(=O)C1CCCC1=O